ClC=1C=C2C=C(C=NC2=CC1)NC1=NC(=NC=C1)NC=1C=NC(=C(C1)OC)OC1CC(C1)N(C)C N4-(6-chloroquinolin-3-yl)-N2-(6-((1s,3s)-3-(dimethylamino)cyclobutoxy)-5-methoxypyridin-3-yl)pyrimidine-2,4-diamine